C12(CCC(CC1)CC2)C2=CC(=C1C=NC(=NN12)Cl)F 7-{bicyclo[2.2.2]octan-1-yl}-2-chloro-5-fluoropyrrolo[2,1-f][1,2,4]triazine